FC1=C2C=CNC2=CC(=C1OC=1C=CC(=C(C1)C=1NC(=NN1)[C@H](C)C=1C(=C(C=CC1)CCC(=O)OCC)F)F)F |r| Racemic-ethyl 3-(3-(1-(5-(5-((4,6-difluoro-1H-indol-5-yl)oxy)-2-fluorophenyl)-4H-1,2,4-triazol-3-yl)ethyl)-2-fluorophenyl)propanoate